O=C1NC(CCC1N1C(C2=CC=C(C=C2C1)C1CCN(CC1)CCCN1CCN(CC1)CCOC1=CC=C(OC=2C3=C(SC2C2=CC=C(C=C2)B(O)O)C=C(C=C3)O)C=C1)=O)=O (4-(3-(4-(2-(4-(3-(4-(2-(2,6-dioxopiperidin-3-yl)-1-oxoisoindolin-5-yl)piperidin-1-yl)propyl)piperazin-1-yl)ethoxy)phenoxy)-6-hydroxybenzo[b]thiophen-2-yl)phenyl)boronic acid